C(C)(C)(C)OC(=O)N1C[C@@H](C=CCC1)N (R)-3-amino-2,3,6,7-tetrahydro-1H-azepine-1-carboxylic acid tert-butyl ester